2,2-diiodo-4-(2-dimethylaminoethyl)-[1,3]-dioxolane IC1(OCC(O1)CCN(C)C)I